[Na+].C1(=CC=CC=C1)C1C(O1)(C(=O)[O-])CC1=CC(=CC=C1)C(F)(F)F 3-phenyl-2-(3-trifluoromethylbenzyl)oxirane-2-carboxylic acid sodium salt